methyl 2-(tetrahydrofuran-3-yl)-2H-pyrazolo[4,3-b]pyridine-5-carboxylate O1CC(CC1)N1N=C2C(N=C(C=C2)C(=O)OC)=C1